(S)-N-(4-(3-(2-chloro-4-fluorobenzyl)-6-((2-imino-3-methyl-2,3-dihydro-1H-imidazole-1-yl)methyl)-4-oxochroman-8-yl)pyridin-2-yl)acetamide ClC1=C(C[C@H]2COC3=C(C=C(C=C3C2=O)CN2C(N(C=C2)C)=N)C2=CC(=NC=C2)NC(C)=O)C=CC(=C1)F